N1=NN=CC=C1 triazabenzene